tert-Butyl 3-(2-fluoropyridin-4-yl)-2,5-dihydro-1H-pyrrole-1-carboxylate FC1=NC=CC(=C1)C=1CN(CC1)C(=O)OC(C)(C)C